ClC1=CC=C(C(=N1)C(=O)O)N[C@H](C)C=1C=C(C=C2C(N(C(=NC12)N1CC([C@H](CC1)O)(F)F)C)=O)F 6-chloro-3-(((R)-1-(2-((S)-3,3-difluoro-4-hydroxypiperidin-1-yl)-6-fluoro-3-methyl-4-oxo-3,4-dihydroquinazolin-8-yl)ethyl)amino)picolinic acid